C(#N)C1=C(SC2=C1C(=NC=C2F)C=2C1=C(C=3C=NC(=NC3C2F)N2C[C@H](CC2)N(CC2OCCC2)C)COC1)NC(OC(C)(C)C)=O tert-Butyl (3-cyano-7-fluoro-4-(5-fluoro-3-((3S)-3-(methyl((tetrahydrofuran-2-yl)methyl)amino)pyrrolidin-1-yl)-7,9-dihydrofuro[3,4-f]quinazolin-6-yl)thieno[3,2-c]pyridin-2-yl)carbamate